OCC1N(CCNC1)C(=O)OC(C)(C)C tert-butyl 2-(hydroxymethyl)piperazinecarboxylate